2-(N-benzyl-tertiary butylamino)-1-(3,5-dibenzyloxyphenyl)ethanol C(C1=CC=CC=C1)N(CC(O)C1=CC(=CC(=C1)OCC1=CC=CC=C1)OCC1=CC=CC=C1)C(C)(C)C